(S)-3-fluoro-4-(2-methylpyrrolidin-1-yl)benzimidazole FN1C=NC2=C1C(=CC=C2)N2[C@H](CCC2)C